C(C)N1C(C2=C3C(C(=CC=C13)NS(=O)(=O)C1=CC=C(C=C1)C(F)(F)F)=CC=C2)=O N-(1-ethyl-2-oxo-1,2-dihydrobenzo[cd]indol-6-yl)-4-(trifluoromethyl)benzenesulfonamide